CN(CCCNCCCN)C 3-(3-dimethylaminopropylamino)propylamine